2-(4-(3-((1H-indol-7-yl)amino)-3-oxopropyl)phenoxy)-2-methylpropanoic acid N1C=CC2=CC=CC(=C12)NC(CCC1=CC=C(OC(C(=O)O)(C)C)C=C1)=O